2-(N-(2-(2-(Diallylamino)ethyl)benzyl)pivalamido)acetic acid C(C=C)N(CCC1=C(CN(C(C(C)(C)C)=O)CC(=O)O)C=CC=C1)CC=C